N-(6-(4-(aminomethyl)-4-fluoropiperidin-1-yl)-2,2-dimethyl-2,3-dihydrobenzofuran-5-yl)pyrazolo[1,5-a]pyrimidine-3-carboxamide NCC1(CCN(CC1)C1=CC2=C(CC(O2)(C)C)C=C1NC(=O)C=1C=NN2C1N=CC=C2)F